[Cl-].C(CCC)P(CCCC)(CCCC)CCCC Tetrabutyl-phosphine chloride